3-fluoro-8-methylene-5,6,7,8-tetrahydroquinoline-5-carbonitrile FC=1C=NC=2C(CCC(C2C1)C#N)=C